FC1=CC=C(C=C1)[C@H](C)O (S)-1-(4-fluorophenyl)ethanol